BrC=1C=C(C(NC1)=O)CO 5-bromo-3-(hydroxymethyl)pyridin-2(1H)-one